OCCN(C(C(=C)C1CCOCC1)=O)C=1C=C2C(=NC1)NC(=N2)C2=NNC=1C[C@@]3([C@H](CC21)C3)C (R)-N-(2-Hydroxyethyl)-N-(2-((4aS,5aR)-5a-methyl-1,4,4a,5,5a,6-hexahydrocyclopropa[f]indazol-3-yl)-3H-imidazo[4,5-b]pyridin-6-yl)-2-(tetrahydro-2H-pyran-4-yl)propenamide